CC1=CC=C(C=C1)S(=O)(=O)N1C=C(C2=CC=CC=C12)C1C2CCCC(C1)N2CCCC(=O)OC methyl 4-(6-(1-(4-methylbenzenesulfonyl)-1H-indol-3-yl)-8-azabicyclo[3.2.1]octan-8-yl)butanoate